O=C1NC(CCC1N1C(C2=CC=CC(=C2C1)C#CC(C)(C)C=1C(=NC=CC1)C(=O)N)=O)=O (4-(2-(2,6-dioxopiperidin-3-yl)-1-oxoisoindolin-4-yl)-2-methylbut-3-yn-2-yl)picolinamide